2-(4-Fluorophenyl)-N-[4-(5-methyl-4-oxo-3-phenyl-4,5-dihydro-1H-pyrrolo[3,2-c]pyridin-2-yl)pyridin-2-yl]propanamid FC1=CC=C(C=C1)C(C(=O)NC1=NC=CC(=C1)C1=C(C=2C(N(C=CC2N1)C)=O)C1=CC=CC=C1)C